(S)-1-((oxetan-2-yl)methyl)-2-((4-(6-((pyrazolo[1,5-a]pyridine-7-yl)methoxy)pyridin-2-yl)piperidin-1-yl)methyl)-1H-benzo[d]imidazole-6-carboxylic acid O1[C@@H](CC1)CN1C(=NC2=C1C=C(C=C2)C(=O)O)CN2CCC(CC2)C2=NC(=CC=C2)OCC2=CC=CC=1N2N=CC1